[I-].C1(=CC=CC=C1)CCN 2-PHENYLETHANAMINE IODIDE